2-(5-benzyloxypentoxy)ethanol C(C1=CC=CC=C1)OCCCCCOCCO